furanyl-acrylic acid O1C(=CC=C1)C(C(=O)O)=C